(4-(4-(3-(5-(((1-acetylpiperidin-4-yl)amino)methyl)-6-methoxypyridin-2-yl)-2-chlorophenyl)-3-chloropyridin-2-yl)-2-methoxybenzyl)-L-homoserine C(C)(=O)N1CCC(CC1)NCC=1C=CC(=NC1OC)C=1C(=C(C=CC1)C1=C(C(=NC=C1)C1=CC(=C(CN[C@@H](CCO)C(=O)O)C=C1)OC)Cl)Cl